N,2,3-trimethyl-2-isopropyl-butyramide tert-butyl-(2S,6R)-4-[6-fluoro-8-[(8-methoxy-2-methyl-imidazo[1,2-a]pyridin-6-yl)carbamoyl]quinoxalin-5-yl]-2,6-dimethyl-piperazine-1-carboxylate C(C)(C)(C)OC(=O)N1[C@H](CN(C[C@H]1C)C1=C2N=CC=NC2=C(C=C1F)C(NC=1C=C(C=2N(C1)C=C(N2)C)OC)=O)C.CNC(C(C(C)C)(C(C)C)C)=O